NC=1C2=C(N=CN1)N(C(=C2C2=C(C=C(C=C2)OC2=NC=CC(=N2)C)F)[C@@H]2C[C@@H](N(C2)C(C=C)=O)C)C 1-((2S,4R)-4-(4-amino-5-(2-fluoro-4-((4-methylpyrimidin-2-yl)oxy)phenyl)-7-methyl-7H-pyrrolo[2,3-d]pyrimidin-6-yl)-2-methylpyrrolidin-1-yl)prop-2-en-1-one